N-[6-(2-hydroxypropan-2-yl)-2-(piperidin-4-yl)indazol-5-yl]-6-(trifluoromethyl)pyridine-2-carboxamide OC(C)(C)C=1C(=CC2=CN(N=C2C1)C1CCNCC1)NC(=O)C1=NC(=CC=C1)C(F)(F)F